3-[5-chloro-7-(morpholin-4-yl)indazol-1-yl]piperidine-1-carboxylate ClC=1C=C2C=NN(C2=C(C1)N1CCOCC1)C1CN(CCC1)C(=O)[O-]